C1=CC=CC=2C3=CC=CC=C3C(C12)CN(C(O)=O)CCCCCC(=O)N1CCC(CC1)(CO)CO.N1=C(C=CC=C1)C(=O)C1=NC=CC=C1 di-(2-pyridyl)ketone (9H-fluoren-9-yl)methyl-(6-(4,4-bis(hydroxymethyl)piperidin-1-yl)-6-oxohexyl)carbamate